2-(4-(4,4,5,5-tetramethyl-1,3,2-dioxaborolan-2-yl)phenoxy)ethan-1-ol CC1(OB(OC1(C)C)C1=CC=C(OCCO)C=C1)C